NC1C2=CC=CC=C2CC12CCN(CC2)C2=NC=C(C([C@H]2C)=O)C#CCC2=NC(=NC=C2)O (S)-2-(1-amino-1,3-dihydro-spiro[inden-2,4'-piperidin]-1'-yl)-5-(3-(2-hydroxypyrimidin-4-yl)prop-1-yn-1-yl)-3-methylpyridin-4(3H)-one